OC1=C(C(=O)C2=C(C(=CC=C2)C)C)C=CC(=C1)O 2,4-dihydroxy-2',3'-dimethylbenzophenone